CC1=C(C=CC(=C1)C1=NN=CN1)C1=CN=C2C(=N1)N(C1(C(N2)=O)CCCC1)CC1CCOCC1 7'-(2-methyl-4-(4H-1,2,4-triazol-3-yl)phenyl)-1'-((tetrahydro-2H-pyran-4-yl)methyl)-1'H-spiro[cyclopentane-1,2'-pyrazino[2,3-b]pyrazine]-3'(4'H)-one